ClC=1C(=NC=C(C1)C(F)(F)F)C(=O)NC(NC1=C(C=C(C=C1C(NC)=O)Cl)Cl)=S 3-chloro-N-((2,4-dichloro-6-(methylcarbamoyl)phenyl)thiocarbamoyl)-5-(trifluoromethyl)picolinamide